4-{[1-(5-Chloro-2-methoxy-benzenesulfonyl)-3-methyl-2,3-dihydro-1H-indole-6-carbonyl]-amino}-benzoic acid ClC=1C=CC(=C(C1)S(=O)(=O)N1CC(C2=CC=C(C=C12)C(=O)NC1=CC=C(C(=O)O)C=C1)C)OC